tert-butyl 3-(4-(((5-fluoro-4-oxo-7-((tetrahydro-2H-pyran-4-yl)methoxy)-3,4-dihydroquinazolin-2-yl)methyl)thio)piperidin-1-yl)azetidine-1-carboxylate FC1=C2C(NC(=NC2=CC(=C1)OCC1CCOCC1)CSC1CCN(CC1)C1CN(C1)C(=O)OC(C)(C)C)=O